C(C=C)(=O)O.C(=C)(C)OP(=O)(O)O isopropenylphosphate-acrylic acid